C(=O)(O)C=1C(=C(C=CC1OC1=C(C=C(C=C1)N)C(F)(F)F)C1=CC=C(C=C1)OC1=C(C=C(C=C1)N)C(F)(F)F)C(=O)O dicarboxy-4,4'-bis(4-amino-2-trifluoromethylphenoxy)biphenyl